(3R,4R)-4-(((3-ethyl-7-((4-(pyridin-2-yl)benzyl)amino)pyrazolo[1,5-a]pyrimidin-5-yl)amino)methyl)piperidin-3-ol C(C)C=1C=NN2C1N=C(C=C2NCC2=CC=C(C=C2)C2=NC=CC=C2)NC[C@@H]2[C@H](CNCC2)O